ClCC=1C(=NC=CC1C)N(C)C 3-(Chloromethyl)-N,N,4-trimethylpyridin-2-amine